3-(3-ethyl-7-{[4-(pyrrolidin-1-yl)piperidin-1-yl]methyl}-1H-indol-2-yl)prop-2-yn C(C)C1=C(NC2=C(C=CC=C12)CN1CCC(CC1)N1CCCC1)C#CC